methyl (Z)-2-[4-fluoro-5-(3-isopropylpyrazol-1-yl)-2-methyl-phenoxy]-3-methoxy-prop-2-enoate FC1=CC(=C(O\C(\C(=O)OC)=C/OC)C=C1N1N=C(C=C1)C(C)C)C